Cyclopropyloxyphenyluracil C1(CC1)OC1=C(C(NC(N1)=O)=O)C1=CC=CC=C1